3-(3-methoxy-4-nitrophenyl)-2,5-dihydropyrrole-1-carboxylic acid tert-butyl ester C(C)(C)(C)OC(=O)N1CC(=CC1)C1=CC(=C(C=C1)[N+](=O)[O-])OC